N-((S)-2,2-dicyclopropyl-1-(3-(hydroxymethyl)-2-(((3R,5R)-2-oxo-5-(trifluoromethyl)piperidin-3-yl)methyl)imidazo[1,2-b][1,2,4]triazin-6-yl)ethyl)-1-ethyl-1H-pyrazole-5-carboxamide C1(CC1)C([C@@H](C=1N=C2N(N=C(C(=N2)CO)C[C@@H]2C(NC[C@@H](C2)C(F)(F)F)=O)C1)NC(=O)C1=CC=NN1CC)C1CC1